(α-ethylbenzyl) phenyl ether C1(=CC=CC=C1)OC(C1=CC=CC=C1)CC